methylSodium naphthalenesulfonate C1(=CC=CC2=CC=CC=C12)S(=O)(=O)O.C[Na]